CC1=CC=C(S1)N1N=C(C=CC1=O)C(=O)N 1-(5-methyl-2-thienyl)-6-oxo-pyridazine-3-carboxamide